2-Ethyl-N'-(((R)-3-methyl-1,2,3,5,6,7-hexahydrodicyclopenta[b,e]pyridin-8-yl)carbamoyl)thiazole-5-sulfonimidamide C(C)C=1SC(=CN1)S(=O)(N)=NC(NC1=C2C(=NC3=C1CCC3)[C@@H](CC2)C)=O